[Na+].CC(C(=O)[O-])CC(=O)POCO methyl-4-(hydroxymethoxyphosphino)-4-oxobutanoic acid sodium salt